9-fluoro-2,2-dimethyl-5-(3-quinolyl)-3H-1,4-benzooxazepine FC1=CC=CC=2C(=NCC(OC21)(C)C)C=2C=NC1=CC=CC=C1C2